BrC=1C(=NC=CC1)C1N(CCC1)C1=NC(=CC(=C1)C(F)(F)F)C(F)(F)F 2-(2-(3-bromopyridin-2-yl)pyrrolidin-1-yl)-4,6-bis(trifluoromethyl)pyridine